CN1[C@H]2[C@@](CCC1)(CCC2)COC=2N=C(C1=C(N2)C(=C(N=C1)C1=CC(=CC2=CC=C(C(=C12)CC)F)O)F)N1CCOCCC1 4-(2-{[(4aS,7aR)-1-methyl-octahydro-1H-cyclopenta[b]pyridin-4a-yl]methoxy}-8-fluoro-4-(1,4-oxazepan-4-yl)pyrido[4,3-d]pyrimidin-7-yl)-5-ethyl-6-fluoronaphthalen-2-ol